NCC=1C(=C(C=CC1)C1=CC2=C(C(=CO2)COC2=C(C=CC=C2)CC(=O)O)C=C1)F 2-(2-((6-(3-(aminomethyl)-2-fluorophenyl)benzofuran-3-yl)methoxy)phenyl)acetic acid